(R,2R,2'R)-2,2'-(terephthaloylbis(azanediyl))bis(2-((R)-quinuclidin-3-yl)acetic acid) bishydrochloride salt Cl.Cl.C(C1=CC=C(C(=O)N[C@@H](C(=O)O)[C@H]2CN3CCC2CC3)C=C1)(=O)N[C@@H](C(=O)O)[C@H]1CN3CCC1CC3